[Na+].CC=1C(=C2C(=C(NC2=CC1C(=O)[O-])CCCCC)CCC(N)=O)C dimethyl-2-pentyl-3-(2-carbamoylethyl)-indole-6-carboxylic acid sodium salt